FC1=CC=C(C=C1)C1(CCC1)C(/C=C/[C@H]1[C@@H](C[C@H]2[C@@H]1CCC1=C(O2)C(=C(C=C1)C(=O)O)C)OC)O (1R,2R,3aS,10aR)-1-{(1E,3ξ)-3-[1-(4-fluorophenyl)cyclobutyl]-3-hydroxy-1-propen-1-yl}-2-methoxy-5-methyl-2,3,3a,9,10,10a-hexahydro-1H-benzo[b]cyclopenta[f]oxepin-6-carboxylic acid